(3-fluoro-4-((2-(trifluoromethyl)pyrid-4-yl)oxy)phenyl)methanol FC=1C=C(C=CC1OC1=CC(=NC=C1)C(F)(F)F)CO